calcium zinc sulfite S(=O)([O-])[O-].[Zn+2].[Ca+2].S(=O)([O-])[O-]